FC1=C(C=CC(=C1)F)[C@@H]1N(OCC1)C1=CC(=NC=N1)NC=1C(=CC(=C(C1)NC(C=C)=O)N1CCC(CC1)N1CCOCC1)OC N-(5-((6-((R)-3-(2,4-difluorophenyl)isoxazolidine-2-yl)pyrimidine-4-yl)amino)-4-methoxy-2-(4-morpholinopiperidine-1-yl)phenyl)acrylamide